2-(Pyridyldithio)ethylamin N1=C(C=CC=C1)SSCCN